FC1OC(OC1F)=O 4,5-Difluoro-1,3-dioxolane-2-one